C(C)(=O)N[C@H]1[C@H](OC(=C[C@@H]1N=[N+]=[N-])C(=O)OC)[C@H]([C@H](CCC(=O)O)CC(=O)O)CC(=O)O.CC=1C(C2=CC=CC=C2C1C1=C(C=CC=C1)C=C)C1=CC=CC=C1 2-methyl-1-phenyl-3-(o-vinyl-phenyl)indene (1S,2R)-1-((2R,3R,4S)-3-acetamido-4-azido-6-(methoxycarbonyl)-3,4-dihydro-2H-pyran-2-yl)propane-1,2,3-triyl-triacetate